1-(7-bromo-5-methoxy-2,3-dihydrobenzo[b][1,4]dioxin-6-yl)ethan-1-one BrC=1C(=C(C2=C(OCCO2)C1)OC)C(C)=O